(S)-5-(2-amino-3-(1-methyl-1H-pyrazol-4-yl)-3H-imidazo[4,5-b]pyridin-5-yl)-2-(1-cyclopropylethyl)-7-(difluoromethoxy)isoindolin-1-one NC1=NC=2C(=NC(=CC2)C=2C=C3CN(C(C3=C(C2)OC(F)F)=O)[C@@H](C)C2CC2)N1C=1C=NN(C1)C